6-Chloro-1-(3-(4-(cyclopentylcarbonyl)piperazine-1-carbonyl)benzyl)quinazoline-2,4(1H,3H)-dione ClC=1C=C2C(NC(N(C2=CC1)CC1=CC(=CC=C1)C(=O)N1CCN(CC1)C(=O)C1CCCC1)=O)=O